trans-4-propyl-4'-heptyl-1,1'-bicyclohexyl C(CC)C1CCC(CC1)C1CCC(CC1)CCCCCCC